C(C)N(CCCOC(=O)OC(CCC(=O)OC(CCCCCCCCCCC(=O)[O-])CCCCCCCCCCC(=O)[O-])CCCCCCCCCCCC)CC 2-((4-(((3-(diethylamino)propoxy)carbonyl)oxy)hexadecanoyl)oxy)propane-1,3-diylbis(decanoate)